(S)-3-(3-(1H-indazol-1-yl)phenyl)-3-(3-(4-hydroxy-1-methyl-2-oxo-1,2-dihydropyridin-3-yl)ureido)propanoic acid N1(N=CC2=CC=CC=C12)C=1C=C(C=CC1)[C@H](CC(=O)O)NC(=O)NC=1C(N(C=CC1O)C)=O